2-fluoro-4-iodo-1-(4-pentyl-phenyl)-benzene FC1=C(C=CC(=C1)I)C1=CC=C(C=C1)CCCCC